NC1=C2C(=NC=N1)N(N=C2C2=CC=C(C=1N2C=CN1)NC(=O)NC1=NOC(=C1)C1(CC1)C(F)(F)F)CCC#C 1-(5-(4-AMINO-1-(BUT-3-YN-1-YL)-1H-PYRAZOLO[3,4-D]PYRIMIDIN-3-YL)IMIDAZO[1,2-A]PYRIDIN-8-YL)-3-(5-(1-(TRIFLUOROMETHYL)CYCLOPROPYL)ISOXAZOL-3-YL)UREA